N-(3-chloro-5-(methylsulfonamido)phenyl)-4-(5-fluoro-1'-methyl-6'-oxo-1',6'-dihydro-[3,3'-bipyridin]-2-yl)-5-methylthiophene-2-carboxamide ClC=1C=C(C=C(C1)NS(=O)(=O)C)NC(=O)C=1SC(=C(C1)C1=NC=C(C=C1C1=CN(C(C=C1)=O)C)F)C